N1CC12CCCCC2 Azaspiro[2.5]octan